N-(1-(2-(3-(2-amino-4-methylphenoxy)-3-methylpiperidin-1-yl)-2-oxoethyl)-1H-pyrazol-4-yl)-3-(2-fluorophenoxy)propanamide NC1=C(OC2(CN(CCC2)C(CN2N=CC(=C2)NC(CCOC2=C(C=CC=C2)F)=O)=O)C)C=CC(=C1)C